FC(C(=O)O)(F)F.N[C@@H]1COCC[C@H]1C1=C(C2=NC(=CC(=C2S1)NCC=1OC=CC1)Cl)Cl 2-((3S,4R)-3-aminotetrahydro-2H-pyran-4-yl)-3,5-dichloro-N-(furan-2-ylmethyl)thieno[3,2-b]pyridin-7-amine trifluoroacetate